C(\C=C/C(=O)[O-])(=O)OCCCC mono-n-butyl maleate